1H-1,2-epoxytriazole N12N(NC=C1)O2